Hexane-1-carboxylic acid methyl ester COC(=O)CCCCCC